6-(3-methoxy-4-(pyridin-2-ylmethoxy)phenylamino)-3-morpholinoquinoxaline-5-carbonitrile COC=1C=C(C=CC1OCC1=NC=CC=C1)NC1=C(C=2N=C(C=NC2C=C1)N1CCOCC1)C#N